tert-butyl (4-(8-fluoro-2-((hexahydro-1H-pyrrolizin-7a-yl)methoxy)-4-(3-hydroxy-3-methylpiperidin-1-yl)pyrido[4,3-d]pyrimidin-7-yl)benzo[d]thiazol-2-yl)carbamate FC1=C(N=CC2=C1N=C(N=C2N2CC(CCC2)(C)O)OCC21CCCN1CCC2)C2=CC=CC1=C2N=C(S1)NC(OC(C)(C)C)=O